(1S,2R)-2-(((2-(4'-Fluoro-2'-(4-methyl-4H-1,2,4-triazol-3-yl)-[1,1'-biphenyl]-3-yl)-7-(trifluoromethyl)benzo[d]oxazol-5-yl)methyl)amino)cyclobutan-1-ol FC1=CC(=C(C=C1)C1=CC(=CC=C1)C=1OC2=C(N1)C=C(C=C2C(F)(F)F)CN[C@H]2[C@H](CC2)O)C2=NN=CN2C